O=C(C(=O)O)CCNC1C(SCC1)=O oxo-4-[(tetrahydro-2-oxo-3-thienyl)amino]-butanoic acid